5-(3-((tert-Butyldiphenylsilyl)oxy)bicyclo[3.1.0]hexan-6-yl)-3-(trifluoromethyl)-1H-pyrazole [Si](C1=CC=CC=C1)(C1=CC=CC=C1)(C(C)(C)C)OC1CC2C(C2C1)C1=CC(=NN1)C(F)(F)F